ClC1=C(NC2=CC=CC(=N2)S(=O)(=O)NC(=O)C=2C(=NC=CC2)N2C(CC(C2)C)(C)C)C=CC=C1 N-[[6-(2-Chloroanilino)-2-pyridyl]sulfonyl]-2-(2,2,4-trimethylpyrrolidin-1-yl)pyridin-3-carboxamid